3,9-bis{1,1-dimethyl-2-[beta-(3-tert-butyl-4-hydroxy-5-methylphenyl)propionyloxy]ethyl}-2,4,8,10-tetraoxaspiro(5.5)undecane CC(COC(CCC1=CC(=C(C(=C1)C)O)C(C)(C)C)=O)(C)C1OCC2(CO1)COC(OC2)C(COC(CCC2=CC(=C(C(=C2)C)O)C(C)(C)C)=O)(C)C